C1=CC=CC=2C3=CC=CC=C3C(C12)COC(=O)N([C@@H]1C(N(CCCCC1)[C@H](C(=O)N(CC(=O)O)C)CC(=O)OCC=C)=O)C N-((S)-2-((S)-3-((((9H-fluoren-9-yl)methoxy)carbonyl)(methyl)amino)-2-oxoazocan-1-yl)-4-(allyloxy)-4-oxobutanoyl)-N-methylglycine